tert-Butyl 4-(4-bromo-5-methyl-triazol-1-yl)azepane-1-carboxylate BrC=1N=NN(C1C)C1CCN(CCC1)C(=O)OC(C)(C)C